C(C)(C)(C)OC(=O)N(C(C(=O)OC)CN1CCC=C(C1)Br)C(=O)OC(C)(C)C methyl 2-(bis(tert-butoxycarbonyl)amino)-3-(5-bromo-3,6-dihydropyridin-1(2H)-yl)propanoate